N[C@H]1[C@H](COC1)C(=O)NC1=CC(=C(C=C1)F)C(F)(F)F (3R,4S)-4-Amino-N-(4-fluoro-3-(trifluoromethyl)phenyl)tetrahydrofuran-3-carboxamide